FC=1C=CN2C1C(NC1=CC(=CC=C21)CN2CCC(=CC2)C2=NC=C(C=C2)F)=O 3-fluoro-7-((5-fluoro-3',6'-dihydro-[2,4'-bipyridin]-1'(2'H)-yl)methyl)pyrrolo[1,2-a]quinoxalin-4(5H)-one